2-((S)-3-((R)-((4-cyanophenethyl)amino)(phenyl)methyl)-2,3-dihydro-1H-pyrido[2,3-b][1,4]oxazin-7-yl)-5-methoxybenzonitrile C(#N)C1=CC=C(CCN[C@@H]([C@@H]2CNC3=C(O2)N=CC(=C3)C3=C(C#N)C=C(C=C3)OC)C3=CC=CC=C3)C=C1